[13C](CCCCCCC)(=O)O caprylic acid-1-13C